C(C)(C)(C)C1=C(C=C(C=C1)CC(=O)NC1=CC(=NC=C1)C(=O)NC1(CCOCC1)C#N)O 4-[[2-(4-tert-butyl-3-hydroxy-phenyl)acetyl]amino]-N-(4-cyanotetrahydropyran-4-yl)pyridine-2-carboxamide